(R)-4'-(((R)-1-(3-(1,1-difluoro-2-hydroxy-2-methylpropyl)-2-fluorophenyl)ethyl)amino)-2',6'-dimethyl-4,5-dihydro-2H-spiro[furan-3,8'-pyrrolo[2,3-g]quinazolin]-7'(6'H)-one FC(C(C)(C)O)(F)C=1C(=C(C=CC1)[C@@H](C)NC1=NC(=NC2=CC3=C(C=C12)N(C([C@@]31COCC1)=O)C)C)F